(2-(((1-hydroxycyclobutyl)methyl)amino)-5,6,7,8-tetrahydropyrimido[4',5':3,4]cyclohepta[1,2-b]indol-9-yl)dimethylphosphine oxide OC1(CCC1)CNC=1N=CC2=C(C3=C(NC=4C(=CC=CC34)P(C)(C)=O)CCC2)N1